N1C[C@H](CC[C@@H](C1)O)O (3S,6S)-azepane-3,6-diol